tert-butyl N-[3-[4-[3-(4-amino-3-methoxy-pyrazol-1-yl) propyl]piperazin-1-yl]propoxy]-N-methyl-carbamate NC=1C(=NN(C1)CCCN1CCN(CC1)CCCON(C(OC(C)(C)C)=O)C)OC